C(C(=C)C)(=O)OCCCC1=CC=C(C(=O)O)C=C1 4-(3-(methacryloyloxy)propyl)benzoic acid